(3,3-dimethylpyrrolidin-1-yl)-[3-[(1S,3R)-3-[[4-(oxetan-3-yloxy)-5-(trifluoromethyl)pyrimidin-2-yl]amino]cyclohexyl]-[1,2,4]triazolo[4,3-a]pyridin-6-yl]methanone CC1(CN(CC1)C(=O)C=1C=CC=2N(C1)C(=NN2)[C@@H]2C[C@@H](CCC2)NC2=NC=C(C(=N2)OC2COC2)C(F)(F)F)C